N-[[6-[(5-Chloro-2-methoxyphenyl)methoxy]-2-pyridyl]sulfonyl]-2-(2,2,4-trimethylpyrrolidin-1-yl)pyridin-3-carboxamid ClC=1C=CC(=C(C1)COC1=CC=CC(=N1)S(=O)(=O)NC(=O)C=1C(=NC=CC1)N1C(CC(C1)C)(C)C)OC